1-(4-(4-amino-5-(4-aminophenyl)pyrrolo[2,1-f][1,2,4]triazin-7-yl)piperidin-1-yl)-2-hydroxy-2-methylpropan-1-one NC1=NC=NN2C1=C(C=C2C2CCN(CC2)C(C(C)(C)O)=O)C2=CC=C(C=C2)N